C[C@]12CC[C@H](C1(C)C)C[C@H]2O (1R-endo)-1,7,7-Trimethylbicyclo[2.2.1]heptan-2-ol